(1R,2R,4S,5S)-2-(hydroxymethyl)-2-(methoxymethyl)-4,5-dimethylquinuclidin-3-one OC[C@@]1(N2C[C@H]([C@@](C1=O)(CC2)C)C)COC